(R)-6-(3-cyanophenyl)-N-(2-fluoro-3-hydroxy-3-methylbutyl)-4-(isopropylamino)pyrrolo[1,2-b]pyridazine-3-carboxamide C(#N)C=1C=C(C=CC1)C=1C=C2N(N=CC(=C2NC(C)C)C(=O)NC[C@H](C(C)(C)O)F)C1